2-cyano-3-(2-(4-(diphenylamino)phenyl)benzofuran-6-yl)acrylamide C(#N)C(C(=O)N)=CC1=CC2=C(C=C(O2)C2=CC=C(C=C2)N(C2=CC=CC=C2)C2=CC=CC=C2)C=C1